3-chloro-4-(2-chloro-4-fluorophenyl)-5-(3,5-dimethoxyphenyl)-1-methyl-2(1H)-pyridinone ClC=1C(N(C=C(C1C1=C(C=C(C=C1)F)Cl)C1=CC(=CC(=C1)OC)OC)C)=O